glycine-1,1-dimethylethyl ester CC(C)(C)OC(CN)=O